(2R,4S)-1-[(2R)-2-(4-cyclopropyl-triazol-1-yl)-3,3-dimethyl-butyryl]-4-hydroxy-N-[2-methyl-3-(2-methylimidazol-1-yl)propyl]pyrrolidine-2-carboxamide C1(CC1)C=1N=NN(C1)[C@@H](C(=O)N1[C@H](C[C@@H](C1)O)C(=O)NCC(CN1C(=NC=C1)C)C)C(C)(C)C